FC1=C(C=C(C(=C1)F)N1CCNCC1)N1CCS(CC1)=O 4-(2,4-difluoro-5-(piperazin-1-yl)phenyl)thiomorpholine 1-oxide